OC1OC2(CC1)CN(CC2)C(=O)OC(C)(C)C tert-Butyl 2-hydroxy-1-oxa-7-azaspiro[4.4]nonane-7-carboxylate